1-(2-(2-fluorophenyl)-3-phenylquinolin-6-yl)-3-(2-hydroxybutyl)urea FC1=C(C=CC=C1)C1=NC2=CC=C(C=C2C=C1C1=CC=CC=C1)NC(=O)NCC(CC)O